7-((1R,3r,5S,6r)-6-(1-Isopropyl-3-(6-(trifluoromethyl)pyridin-2-yl)-1H-pyrazol-5-yl)bicyclo[3.1.0]hexan-3-yl)-2-thia-7-azaspiro[3.5]nonane 2,2-dioxide C(C)(C)N1N=C(C=C1C1[C@H]2CC(C[C@@H]12)N1CCC2(CS(C2)(=O)=O)CC1)C1=NC(=CC=C1)C(F)(F)F